6-ethyl-7-methoxy-4-(2-phenylazetidin-1-yl)quinazoline C(C)C=1C=C2C(=NC=NC2=CC1OC)N1C(CC1)C1=CC=CC=C1